tert-butyl (2S)-2-({1-cyano-2-[3-fluoro-6-(3-methyl-2-oxo-1,3-benzoxazol-5-yl)-1-benzothiophen-2-yl]ethyl}carbamoyl)-1,4-oxazepane-4-carboxylate C(#N)C(CC=1SC2=C(C1F)C=CC(=C2)C=2C=CC1=C(N(C(O1)=O)C)C2)NC(=O)[C@H]2OCCCN(C2)C(=O)OC(C)(C)C